C(C)OC(=O)CCCCCCCC octane-8-Carboxylic acid ethyl ester